4-(3-cyclopropyl-4-(trifluoromethyl)-1-((5-(trifluoromethyl)tetrahydrofuran-3-yl)methyl)-1H-pyrazole-5-carboxamido)picolinamide C1(CC1)C1=NN(C(=C1C(F)(F)F)C(=O)NC1=CC(=NC=C1)C(=O)N)CC1COC(C1)C(F)(F)F